FC(C1=NC=CC(=C1)C#N)(F)F 2-(trifluoromethyl)pyridine-4-carbonitrile